C(C)OC1=CC=C(C=C1)C(C)C p-ethoxyphenyl-dimethylmethane